4'-((3r,5r,7r)-adamantan-1-yl)-3,5-dimethyl-[1,1'-biphenyl]-4-amine C12(CC3CC(CC(C1)C3)C2)C2=CC=C(C=C2)C2=CC(=C(C(=C2)C)N)C